methyl 2-(3-bromo-5-fluoro-4-methoxyphenyl)-4-((tert-butyldimethylsilyl)oxy)butanoate BrC=1C=C(C=C(C1OC)F)C(C(=O)OC)CCO[Si](C)(C)C(C)(C)C